N-(4-methoxybenzyl)-3-(trifluoromethyl)imidazo[1,2-b]pyridazin-8-amine COC1=CC=C(CNC=2C=3N(N=CC2)C(=CN3)C(F)(F)F)C=C1